C1(=CC(=CC=C1)C[C@@H]1N(CC[C@@H]1NS(=O)(=O)CF)C(C(C)C)=O)C1=CC=CC=C1 N-(cis-2-(biphenyl-3-ylmethyl)-1-isobutyrylpyrrolidin-3-yl)-1-fluoromethanesulfonamide